5-(methylamino)-6-(3-methylimidazo[4,5-c]pyridin-7-yl)-3-[[5-methyl-6-[(3R)-3-methylmorpholin-4-yl]-3-pyridinyl]amino]pyrazine-2-carboxamide CNC=1N=C(C(=NC1C=1C2=C(C=NC1)N(C=N2)C)C(=O)N)NC=2C=NC(=C(C2)C)N2[C@@H](COCC2)C